2-((4-((5-(3-(((S)-1-(1H-1,2,4-triazol-1-yl)propan-2-yl)oxy)-4-chlorophenyl)pyrimidin-2-yl)amino)-1-((1r,4r)-4-morpholinocyclohexyl)-1H-pyrazol-3-yl)oxy)acetonitrile N1(N=CN=C1)C[C@H](C)OC=1C=C(C=CC1Cl)C=1C=NC(=NC1)NC=1C(=NN(C1)C1CCC(CC1)N1CCOCC1)OCC#N